N=C(CCNC(=O)C=1N(C=C(C1)NC(=O)C=1N(C=C(C1)NC(C1=CC=C(C=C1)\C=C\C=1C=NC2=CC=CC=C2C1)=O)C)C)NCCN1CCSCC1 (E)-N-(3-imino-3-((2-thiomorpholinoethyl)amino)propyl)-1-methyl-4-(1-methyl-4-(4-(2-(quinolin-3-yl)vinyl)benzamido)-1H-pyrrole-2-carboxamido)-1H-pyrrole-2-carboxamide